2-[5-(aminomethyl)-6-{[(1R,2R)-2-hydroxycyclohexyl]amino}-4-methylpyridazin-3-yl]-5-(trifluoromethyl)phenol NCC=1C(=C(N=NC1N[C@H]1[C@@H](CCCC1)O)C1=C(C=C(C=C1)C(F)(F)F)O)C